CN1C=NC2=C1C=CC(=C2)COC2=CC=CC(=N2)C=2CCN(CC2)CC2=NC1=C(N2C[C@H]2OCC2)C=C(C=C1)C(=O)O (S)-2-((6-(1-methyl-1H-benzo[d]imidazol-5-ylmethoxy)-3',6'-dihydro-[2,4'-bipyridyl]-1'(2'H)-yl)methyl)-1-(oxetan-2-ylmethyl)-1H-benzo[d]imidazole-6-carboxylic acid